4-methyl-4-hydroxycarbonyltetracyclo[6.2.1.13,6.02,7]Dodeca-9-ene CC1(C2C3C4C=CC(C3C(C1)C2)C4)C(=O)O